4-(oxirane-2-yl)-1-butanol O1C(C1)CCCCO